C[Si](C)(C)C#CC1=CC=C(C(C2=CC=C(C=C2)C)(C2=CC=C(C=C2)C)O)C=C1 4-trimethylsilylethynyl-4',4''-dimethyltrityl alcohol